(E)-2-((2-(4-(2-chlorophenyl)thiazol-2-yl)-2-isopropylhydrazono)methyl)-N-(ethylsulfonyl)-5-fluorobenzamide ClC1=C(C=CC=C1)C=1N=C(SC1)N(\N=C\C1=C(C(=O)NS(=O)(=O)CC)C=C(C=C1)F)C(C)C